BrC1=CC(=C(C=C1)CC1(CCN(CC1)C(=O)OC(C)(C)C)O)F tert-butyl 4-[(4-bromo-2-fluoro-phenyl)methyl]-4-hydroxy-piperidine-1-carboxylate